3-bromo-N-(3-methoxy-4-(1-methyl-4-(trifluoromethyl)-1H-imidazol-2-yl)benzyl)-1H-1,2,4-triazol-5-amine BrC1=NNC(=N1)NCC1=CC(=C(C=C1)C=1N(C=C(N1)C(F)(F)F)C)OC